C(=CC)N1CCC(CC1)N1[C@@H](C(N(C=2C=NC(=NC12)NC1=C(C=C(C(=O)NC2CC2)C=C1)OC)C)=O)CC (R)-4-((8-(1-propenylpiperidin-4-yl)-7-ethyl-5-methyl-6-oxo-5,6,7,8-tetrahydropteridin-2-yl)amino)-N-cyclopropyl-3-methoxybenzamide